CP(=O)(Cl)Cl methylphosphonic dichloride